furo[2,3-d]pyrrolo[2,3-b]pyridine-8-carboxamide O1CC=C2C1=C1C(N=C2)=NC=C1C(=O)N